((1-(4-chlorophenoxy)-3,3-dimethyl-1-(1H-1,2,4-triazol-1-yl)butan-2-yl)oxy)acetic acid ClC1=CC=C(OC(C(C(C)(C)C)OCC(=O)O)N2N=CN=C2)C=C1